galactose pentastearate C(CCCCCCCCCCCCCCCCC)(=O)O[C@@H](C=O)[C@@H](OC(CCCCCCCCCCCCCCCCC)=O)[C@@H](OC(CCCCCCCCCCCCCCCCC)=O)[C@H](OC(CCCCCCCCCCCCCCCCC)=O)COC(CCCCCCCCCCCCCCCCC)=O